(biphenyl-4-yl)-(9,9-dimethyl-9H-fluoren-2-yl)-amine C1(=CC=C(C=C1)NC1=CC=2C(C3=CC=CC=C3C2C=C1)(C)C)C1=CC=CC=C1